(2S,6R)-2-((benzyloxy)methyl)-6-ethoxy-4-tosyl-1,4-oxazepane C(C1=CC=CC=C1)OC[C@H]1OC[C@@H](CN(C1)S(=O)(=O)C1=CC=C(C)C=C1)OCC